NCC=1C=CC(=NC1)OCCCN1CCN(CC1)C(=O)OC(C)(C)C tert-butyl 4-[3-[[5-(aminomethyl)-2-pyridyl]oxy]propyl]piperazine-1-carboxylate